N(=[N+]=[N-])C1=C(C(=C(C(=C1F)F)S(=O)(=O)NCCNC(C(=C)C)=O)F)F N-(2-((4-azido-2,3,5,6-tetrafluorophenyl)sulfonamido)ethyl)methacrylamide